C1(CCC1)CNC1CNCCC1 N-(cyclobutylmethyl)piperidin-3-amine